BrC1=CC(=C2C(=N1)C(=NN2C(C)C)C)NCC2=NN(C=C2)C 5-bromo-1-isopropyl-3-methyl-N-((1-methyl-1H-pyrazol-3-yl)methyl)-1H-pyrazolo[4,3-b]Pyridin-7-amine